CC=1C=C(C=CC1)C(C)=O 1-(3-methyl-phenyl)Ethanone